2-(4-(3-(2,2-difluoroethyl)-2-(8-fluoroimidazo[1,2-a]pyridin-6-yl)-1H-indol-5-yl)piperidin-1-yl)-N-methylacetamide FC(CC1=C(NC2=CC=C(C=C12)C1CCN(CC1)CC(=O)NC)C=1C=C(C=2N(C1)C=CN2)F)F